8-(2,4-difluorophenyl)-3-methyl-6-(5-(1-methyl-1H-pyrazol-4-yl)-4-oxa-7-azaspiro[2.5]octan-7-yl)-2-(trifluoromethyl)pyrimido[5,4-d]pyrimidin-4(3H)-one FC1=C(C=CC(=C1)F)C1=NC(=NC2=C1N=C(N(C2=O)C)C(F)(F)F)N2CC(OC1(CC1)C2)C=2C=NN(C2)C